FC(N1N=CC(=C1)C=1C=NN2C1N=C(C=C2)OCC2=CC=C(C=C2)F)F 3-(1-(difluoromethyl)-1H-pyrazol-4-yl)-5-((4-fluorobenzyl)oxy)pyrazolo[1,5-a]pyrimidine